tri(dibromopropyl) phosphate P(=O)(OCCC(Br)Br)(OCCC(Br)Br)OCCC(Br)Br